BrC=1C=C(C=CC1)/C(=C/C(=O)N=[N+]=[N-])/C (E)-3-(3-bromophenyl)but-2-enoyl azide